ClC1=CC(=C(C=C1)C=1C2=C(N=C(N1)N1C[C@@H](OCC1)C=1C=NN(C1)C1CC1)N=C(C=C2)C)F 4-(4-chloro-2-fluorophenyl)-2-((2S)-2-(1-cyclopropyl-1H-pyrazol-4-yl)-4-morpholinyl)-7-methylpyrido[2,3-d]pyrimidine